methyl (S)-6-bromo-1-methyl-4-(phenyl(tetrahydro-2H-pyran-4-yl)methyl)-1,4-dihydropyrazolo[3',4':4,5]pyrrolo[3,2-b]pyridine-3-carboxylate BrC=1C=C2C(=NC1)C1=C(N2[C@@H](C2CCOCC2)C2=CC=CC=C2)C(=NN1C)C(=O)OC